C1(CC1)N1N=NC(=C1)C(=O)NC1CN(C1)CC12CCC(CC1)(CC2)OC 1-cyclopropyl-N-(1-((4-methoxybicyclo[2.2.2]octan-1-yl)methyl)azetidin-3-yl)-1H-1,2,3-triazole-4-carboxamide